BrC=1C=C2C(CCOC2=CC1)NC(=O)C=1C=C(C=CC1)CN1C(NC(CC1=O)(CC)CC)=[NH2+] [1-[[3-[(6-bromochroman-4-yl)carbamoyl]phenyl]methyl]-4,4-diethyl-6-oxo-hexahydropyrimidin-2-ylidene]ammonium